ClC=1C=C(C=CC1F)NC(N(C=1C=NC(=CC1)OC)CC1=NNC(=C1C(F)(F)F)OC)=O 3-(3-chloro-4-fluorophenyl)-1-((5-methoxy-4-(trifluoromethyl)-1H-pyrazol-3-yl)methyl)-1-(6-methoxypyridin-3-yl)urea